COC=1C=C(C=CC1OC)CCC(=O)C1=C(C=C(C=C1OC)OC)O 3-(3,4-dimethoxyphenyl)-1-(2-hydroxy-4,6-dimethoxyphenyl)propan-1-one